(E)-3-(2-fluoro-3-hydroxy-4-methoxyphenyl)-2-(3,4,5-trimethoxyphenyl)acrylic acid FC1=C(C=CC(=C1O)OC)/C=C(/C(=O)O)\C1=CC(=C(C(=C1)OC)OC)OC